C(C)CC(=O)[O-].C(C)(=O)[O-].C(C)(=O)[O-].[Al+3] aluminum diacetate (ethyl acetate)